C(C)(C)(C)OC(=O)N1C(COCC1)CC(C(=O)O)(C1=CC=CC=C1)C1=CC=CC=C1 3-(4-(tert-butoxycarbonyl)morpholin-3-yl)-2,2-diphenylpropanoic acid